FCCCN1[C@H]2[C@H]([C@H](C[C@@H]1CC2)C2=CC=C(C=C2)[123I])C(=O)OC (1R,2S,3S,5S)-methyl 8-(3-fluoropropyl)-3-(4-[123I]iodophenyl)-8-azabicyclo[3.2.1]octane-2-carboxylate